BrCCCCC=CCC=CCC=CCC=CC\C=C/CC (Z)-20-bromo-3,6,9,12,15-eicosapentaene